C1(CC1)C1=CC(=C(C=C1)NC1=CC(=NC=C1C(=O)NOCC)NC1=NC(=CC=C1)C)N(S(=O)(=O)C)C 4-((4-cyclopropyl-2-(N-methyl-methanesulfonamido)-phenyl)amino)-N-ethoxy-6-((6-methyl-pyridin-2-yl)-amino)nicotinamide